C1(=CC=C(C2=CC=CC=C12)C(=O)O)C(=O)O naphthalene-1,4-dicarboxylic acid